2-[2-(dimethylamino)ethoxy]-N-methyl-acetamide CN(CCOCC(=O)NC)C